3-(trifluoromethyl)pentanamide FC(C(CC(=O)N)CC)(F)F